COC(=O)C1CC(C1)COC(F)(F)F 3-(trifluoromethoxymethyl)cyclobutanecarboxylic acid methyl ester